2-((3-(4-cyclopentyloxyphenyl)-1,2,4-oxadiazol-5-yl)methyl)acrylic acid C1(CCCC1)OC1=CC=C(C=C1)C1=NOC(=N1)CC(C(=O)O)=C